(E)-2-((4-bromophenyl) ((4-ethoxy-4-oxobut-2-en-1-yl) thio) methyl)-2-hydroxymalonate BrC1=CC=C(C=C1)C(C(C(=O)[O-])(C(=O)[O-])O)SC\C=C\C(=O)OCC